COC(=O)C12CC(C1)(C2)N2C(N[C@@](C(=C2)[C@@H](C)CC)(C)C2=CC(=C(C=C2)C2C(C2)C(C)(C)C)Cl)=O 3-{(S)-5-((S)-sec-butyl)-4-[4-(2-tert-butyl-cyclopropyl)-3-chloro-phenyl]-4-methyl-2-oxo-3,4-dihydro-2H-pyrimidin-1-yl}bicyclo[1.1.1]pentane-1-carboxylic acid methyl ester